FC(C=1C(=C2C=NNC2=C(C1F)C(C)N1C(C2=CC=CC=C2C1=O)=O)C=1N=CC=2N(C1)C=C(N2)NC(=O)[C@H]2[C@H](C2)F)F (1S,2S)-N-(6-(5-(difluoromethyl)-7-(1-(1,3-dioxoisoindolin-2-yl)ethyl)-6-fluoro-1H-indazol-4-yl)imidazo[1,2-a]pyrazin-2-yl)-2-fluorocyclopropane-1-carboxamide